3-bromo-5-(cyclopropyl(methoxy)methyl)-1-methyl-1H-pyrazole BrC1=NN(C(=C1)C(OC)C1CC1)C